4-(4-(4'-chloro-5'-oxo-5'H-spiro[cyclohexane-1,7'-indolo[1,2-a]quinazolin]-10'-yl)piperidin-1-yl)cyclohexane-1-carbaldehyde ClC=1C=2C(N=C3N(C2C=CC1)C1=CC(=CC=C1C31CCCCC1)C1CCN(CC1)C1CCC(CC1)C=O)=O